(R)-(1H-indazol-5-yl)(8-methyl-3-(3-methyl-1,2,4-thiadiazol-5-yl)-5,6-dihydro-[1,2,4]triazolo[4,3-a]pyrazin-7(8H)-yl)methanone ethyl-3-(isoxazol-3-yl)-1H-1,2,4-triazole-5-carboxylate C(C)OC(=O)C1=NC(=NN1)C1=NOC=C1.N1N=CC2=CC(=CC=C12)C(=O)N1[C@@H](C=2N(CC1)C(=NN2)C2=NC(=NS2)C)C